(S)-2-amino-3-(7-(4-methoxyphenyl)-1H-indol-3-yl)propanoic acid N[C@H](C(=O)O)CC1=CNC2=C(C=CC=C12)C1=CC=C(C=C1)OC